2-[5-(4-{2,6-diazaspiro[3.3]heptane-2-carbonyl}-4-(2-fluorophenyl)piperidin-1-yl)pyridazin-3-yl]phenol C1N(CC12CNC2)C(=O)C2(CCN(CC2)C=2C=C(N=NC2)C2=C(C=CC=C2)O)C2=C(C=CC=C2)F